(3aR,6aR)-5-cyano-N-(4-(trifluoromethyl)-phenyl)-hexahydropyrrolo[3,4-b]pyrrole-1(2H)-carboxamide C(#N)N1C[C@@H]2N(CC[C@@H]2C1)C(=O)NC1=CC=C(C=C1)C(F)(F)F